3-Bromo-N-methyl-N-propyl-4-(trifluoromethoxy)benzenesulfonamide BrC=1C=C(C=CC1OC(F)(F)F)S(=O)(=O)N(CCC)C